C(C)OC(=O)C1=CC2=C(S1)C=C(C(=C2C=C(F)F)OCOC)OC 4-(2,2-difluorovinyl)-6-methoxy-5-(methoxymethoxy)benzo[b]thiophene-2-carboxylic acid ethyl ester